2-(3-((2-(4-amino-4-methylpiperidin-1-yl)-1H-imidazo[4,5-b]pyrazin-5-yl)thio)phenyl)acetic acid NC1(CCN(CC1)C1=NC=2C(=NC=C(N2)SC=2C=C(C=CC2)CC(=O)O)N1)C